tert-butyl 2-[(4-tert-butoxyanilino)methyl]azetidine-1-carboxylate C(C)(C)(C)OC1=CC=C(NCC2N(CC2)C(=O)OC(C)(C)C)C=C1